tert-butyl (1R,5S)-3-(4-(methylcarbamoyl) pyridin-2-yl)-3,6-diazabicyclo[3.1.1]heptane-6-carboxylate CNC(=O)C1=CC(=NC=C1)N1C[C@@H]2N([C@H](C1)C2)C(=O)OC(C)(C)C